cyclohexyl-N-(1-methyl-1H-pyrazol-4-yl)acetamide C1(CCCCC1)CC(=O)NC=1C=NN(C1)C